C(C)(C)C1=C(C=C(C=C1)OC)N1/C(/SCC1=O)=N/C(=O)NC1=C(C=C(C=C1)C1=NN(C=N1)C1=CC=C(C=C1)OC(F)(F)F)C (Z)-1-(3-(2-isopropyl-5-methoxyphenyl)-4-oxothiazolidin-2-ylidene)-3-(2-methyl-4-(1-(4-(trifluoromethoxy)phenyl)-1H-1,2,4-triazol-3-yl)phenyl)urea